FC(OC=1C(=CC2=C(NC(CS2)=O)C1)C1=NNC=C1NC(=O)C=1C=NN2C1N=CC=C2)F N-[3-[6-(difluoromethoxy)-3-oxo-3,4-dihydro-2H-1,4-benzothiazin-7-yl]-1H-pyrazol-4-yl]Pyrazolo[1,5-a]Pyrimidine-3-carboxamide